CN(C(OCCCC)=O)CC1=NC(=CC2=C1CNC2=O)N2[C@@H](CCC2)C butyl methyl({6-[(2R)-2-methylpyrrolidin-1-yl]-1-oxo-2,3-dihydro-1H-pyrrolo[3,4-c]pyridin-4-yl}methyl)carbamate